CC1=CC=C(S1)C(=O)NC1=CC=C(C=C1)N1C2=C(NCC=C1)C1=CC=CC=C1C=C2 5-[4-[(5-methylthiophen-2-yl)carbonylamino]phenyl]-1H-naphtho[1,2-b][1,4]diazepine